C1=C(C=CC=2C3=CC=CC=C3C3=CC=CC=C3C12)N1C2=CC=CC=C2C2=C1C=CC=1N(C=3C=CC=CC3C21)C2=CC=C(C=C2)C2=CC=C(C=C2)C2=CC=CC=C2 5-(triphenylene-2-yl)-8-(4'-phenyl-1,1'-biphenyl-4-yl)-5H,8H-indolo[2,3-c]carbazole